N1=CC(=CC=C1)CCOCCO 2-(2-(pyridin-3-yl)ethoxy)ethan-1-ol